FC(C=1C=C(C(=O)OC)C=CC1NC1=CC(=CC(=C1)C1CCCCC1)C1CCCCC1)(F)F methyl 3-trifluoromethyl-4-((3,5-dicyclohexylphenyl) amino)-benzoate